2-[(3-chloro-4-fluorophenyl)-spiro[2.3]hexan-6-yloxymethyl]-5-methyl-4-methylsulfonyl-1H-imidazole ClC=1C=C(C=CC1F)C(C=1NC(=C(N1)S(=O)(=O)C)C)OC1CCC12CC2